C(CCCCCCCC)(=O)N[C@@H](CCC(=O)O)C(=O)O N-pelargonoyl-glutamic acid